C(C)OCC1=C(C=CC=C1)B(O)O 2-ETHOXYMETHYLPHENYLBORONIC ACID